CC(C)(C)[S@@](=O)N[C@@H](C)C1=CC(=CC=C1)OC1COCC1 (R)-2-Methyl-N-((1S)-1-(3-((tetrahydrofuran-3-yl)oxy)phenyl)ethyl)propane-2-sulfinamide